FC1=CC=C(S1)C=1C=C(N(S(N1)(=O)=O)C)C(=O)OC Methyl 5-(5-fluorothiophen-2-yl)-2-methyl-2H-1,2,6-thiadiazine-3-carboxylate 1,1-dioxide